C(C)(C)(C)OC(=O)N1C[C@@H]([C@H](C1)F)NC1=CC=CC(=N1)C1=CN=C2N1C=CC(=C2)C(=O)O 3-(6-(((3S,4S)-1-(tert-butoxycarbonyl)-4-fluoropyrrolidin-3-yl)amino)pyridin-2-yl)imidazo[1,2-a]pyridine-7-carboxylic acid